C(C)(C)(C)OC(=O)N[C@H](C(=O)O)CC1=C(C=C(C=C1)OCCB(O)O)F (2S)-2-[(tert-butoxycarbonyl)amino]-3-{4-[2-(dihydroxyboranyl)ethoxy]-2-fluorophenyl}propanoic acid